(S)-3-(3',4'-dimethylbiphenyl-3-yl)-3-(3-(4-hydroxy-1,5-dimethyl-2-oxo-1,2-dihydropyridin-3-yl)ureido)propanoic acid CC=1C=C(C=CC1C)C1=CC(=CC=C1)[C@H](CC(=O)O)NC(=O)NC=1C(N(C=C(C1O)C)C)=O